C(C(=C)C)(=O)OCCC[Si](OCCOC)(OCCOC)OCCOC Methacryloxypropyl-tris(2-methoxyethoxy)silan